CC1=CN=C(S1)N(C(=O)OCC1CCC(CC1)COCC(=O)O)C1=CC=CC=C1 2-(((1r,4r)-4-(((5-methylthiazol-2-yl)(phenyl)carbamoyloxy)methyl)cyclohexyl)methoxy)acetic acid